C(C)(=O)N[C@@H](CSCCC(=O)O)C(=O)O N-Acetyl-S-[2-carboxyethyl]-L-cystein